1-benzyl-4-vinylpyridinium chloride [Cl-].C(C1=CC=CC=C1)[N+]1=CC=C(C=C1)C=C